ClC1=C(C=CC=C1)CC(=O)NC=1C=C2C=NC=NC2=C(C1)S(N)(=O)=O 2-(2-chlorophenyl)-N-(8-sulfamoylquinazolin-6-yl)acetamide